tert-Butyl N-[3-cyano-7-fluoro-4-[5-fluoro-3-[[(3R)-tetrahydrofuran-3-yl]methoxy]-7,9-dihydrofuro[3,4-f]quinazolin-6-yl]thieno[3,2-c]pyridin-2-yl]carbamate C(#N)C1=C(SC2=C1C(=NC=C2F)C=2C1=C(C=3C=NC(=NC3C2F)OC[C@H]2COCC2)COC1)NC(OC(C)(C)C)=O